tert-butyl N-(3-[[3-(1,3-dioxoisoindol-2-yl)propyl](methyl)amino]propyl)-N-methylcarbamate O=C1N(C(C2=CC=CC=C12)=O)CCCN(CCCN(C(OC(C)(C)C)=O)C)C